C(C=C)(=O)N1CCC2=CC=C(C=C12)N1C(=C(C2=CC(=CC(=C12)C(=O)N)F)C)C (1-acryloylindolin-6-yl)-5-fluoro-2,3-dimethyl-1H-indole-7-carboxamide